BrC=1C=C(C=CC1)C[C@@H](C(=O)NC)NC(=O)C1=CC(=NN1CC1=CC(=CC=C1)Cl)C1=CC=CC=C1 (S)-N-(3-(3-bromophenyl)-1-(methylamino)-1-oxopropan-2-yl)-1-(3-chlorobenzyl)-3-phenyl-1H-pyrazole-5-carboxamide